C(C)OC(=O)C=1C(=NN2C1N=CC=C2)N2CCOC1(CC1)C2 (4-oxa-7-azaspiro[2.5]oct-7-yl)pyrazolo[1,5-a]pyrimidine-3-carboxylic acid ethyl ester